2-(4-fluoro-3-methoxyanilino)acetonitrile FC1=C(C=C(NCC#N)C=C1)OC